rel-8-((2R,6S)-2-((difluoromethoxy)methyl)-6-methylmorpholino)-3-(5-(difluoromethyl)-1,3,4-thiadiazol-2-yl)-N-(1-methylcyclopropyl)imidazo[1,5-a]pyridine-6-sulfonamide FC(OC[C@@H]1O[C@H](CN(C1)C=1C=2N(C=C(C1)S(=O)(=O)NC1(CC1)C)C(=NC2)C=2SC(=NN2)C(F)F)C)F |o1:4,6|